C1(CC1)C=1C=CC(=NC1F)[C@@H](NC(=O)[C@H]1NC[C@H]([C@@H]1O)F)C1=CC=CC=C1 |&1:17,18| (2S,3rs,4rs)-N-((S)-(5-cyclopropyl-6-fluoropyridin-2-yl)(phenyl)methyl)-4-fluoro-3-hydroxypyrrolidine-2-carboxamide